COC1=C(C=CC=C1)C1CCN(CC1)C1NCC12CCCC2 4-(2-methoxyphenyl)piperidin-1-yl-2-azaspiro[3.4]octane